(9,9-dihexyl-9H-fluorene-2,7-diyl)bis(4,4,5,5-tetramethyl-1,3,2-dioxaborolan) C(CCCCC)C1(C2=CC(=CC=C2C=2C=CC(=CC12)B1OC(C(O1)(C)C)(C)C)B1OC(C(O1)(C)C)(C)C)CCCCCC